ClC1=C(C=C(C=C1)Cl)C1CC(C(C(C1)=O)=CNCCN(C)C)=O 5-(2,5-dichlorophenyl)-2-(((2-(dimethylamino)ethyl)amino)methylene)cyclohexane-1,3-dione